ClC1=NC(=NC(=N1)C1=CC=CC=C1)C1=CC=C(C=C1)C1=CC=CC=C1 2-chloro-4-phenyl-6-(4-phenylphenyl)-1,3,5-triazine